tert-butyl (3-cyano-4-methylphenyl)carbamate C(#N)C=1C=C(C=CC1C)NC(OC(C)(C)C)=O